NC[C@@]1([C@@H]2CCN(C[C@H]12)C1=CN=C2C(=N1)NN=C2C=2NC(C1=CC=CC=C1C2)=O)C2=C(C=CC=C2)F 3-(6-((1S,6R,7R)-7-(aminomethyl)-7-(2-fluorophenyl)-3-azabicyclo[4.1.0]heptan-3-yl)-1H-pyrazolo[3,4-b]pyrazin-3-yl)isoquinolin-1(2H)-one